C(#N)[C@@H](C[C@@H]1C(NCCC1)=O)NC(=O)[C@@H]1N([C@H]2CC([C@@H]1CC2)(F)F)C([C@@H](CC2CC2)NC=2C=NC=C(C2)C)=O (1R,3R,4R)-N-((R)-1-cyano-2-((R)-2-oxopiperidin-3-yl)ethyl)-2-((R)-3-cyclopropyl-2-((5-methylpyridin-3-yl)amino)propanoyl)-5,5-difluoro-2-azabicyclo[2.2.2]octane-3-carboxamide